C(C)(C)(C)C1=NC(=NO1)C(=O)NCC1=C(C=C(C=C1)C1=NC=NN2C1=CC(=C2)CCN2CCC(CC2)C2=CC=C(C=C2)OC2C(NC(CC2)=O)=O)C 5-tert-butyl-N-[[4-[6-[2-[4-[4-[(2,6-dioxo-3-piperidyl)oxy]phenyl]-1-piperidyl]ethyl]pyrrolo[2,1-f][1,2,4]triazin-4-yl]-2-methyl-phenyl]methyl]-1,2,4-oxadiazole-3-carboxamide